2-[4-[[[6-[(6-cyano-3-pyridyl)methyl-cyclopropyl-amino]-5-fluoro-pyrimidin-4-yl]amino]methyl]phenyl]acetamide C(#N)C1=CC=C(C=N1)CN(C1=C(C(=NC=N1)NCC1=CC=C(C=C1)CC(=O)N)F)C1CC1